ClC=1C=NC(=C(C(=O)NC2CCC(CC2)CN2C(C(C3=CC=CC=C23)(O)C2=C(C(=CC=C2)F)F)=O)C1)C(F)(F)F 5-chloro-N-((1r,4r)-4-((3-(2,3-difluorophenyl)-3-hydroxy-2-oxoindolin-1-yl)methyl)cyclohexyl)-2-(trifluoromethyl)nicotinamide